1,1,1,3,3,3-hexafluoropropan-2-yl (R)-1-((6-carbamoylpyridin-3-yl)carbamoyl)-6-azaspiro[2.5]octane-6-carboxylate C(N)(=O)C1=CC=C(C=N1)NC(=O)[C@@H]1CC12CCN(CC2)C(=O)OC(C(F)(F)F)C(F)(F)F